C(C)(C)(C)OC(=O)N1CCC(=CC1)C1=CC(=C(C=C1)C(NC1=CC=C(C=C1)CCNC(=O)OC(C)(C)C)=O)F 4-{4-[4-(2-tert-butoxycarbonylamino-ethyl)-phenylcarbamoyl]-3-fluoro-phenyl}-3,6-dihydro-2H-pyridine-1-carboxylic acid tert-butyl ester